6-bromo-4-hydroxy-3-(phenyl-(p-tolyl)methyl)-2H-pyran-2-one BrC1=CC(=C(C(O1)=O)C(C1=CC=C(C=C1)C)C1=CC=CC=C1)O